FC(C=1C=CC(=NC1)OC1(CCCCC1)C(=O)O)F trans-((5-Difluoromethylpyridin-2-yl)oxy)-cyclohexanecarboxylic acid